6-[3-[3-ethylidene-1-(4-methyl-1,2,4-triazol-3-yl)cyclobutyl]phenyl]-2-[[(3S)-3-methyl-1-piperidinyl]methyl]-1-(p-tolylsulfonyl)-4-(trifluoromethyl)pyrrolo[2,3-c]pyridin-7-one C(C)=C1CC(C1)(C1=NN=CN1C)C=1C=C(C=CC1)N1C(C2=C(C(=C1)C(F)(F)F)C=C(N2S(=O)(=O)C2=CC=C(C=C2)C)CN2C[C@H](CCC2)C)=O